ClC1=NC=2CCCNC2C=C1 2-chloro-5,6,7,8-tetrahydro-1,5-naphthyridine